methyl (1r,4r)-4-(hydroxymethyl)cyclohexane-1-carboxylate COC(=O)C1CCC(CC1)CO